ClC1=CC(=C(C=C1)C1=CC(=CC=C1)N1C(C2=CC(=CC=C2C1)CNCC1(CCC1)O)=O)C1=NN=CN1C 2-[4'-Chloro-2'-(4-methyl-1,2,4-triazol-3-yl)-[1,1'-biphenyl]-3-yl]-6-({[(1-hydroxycyclobutyl)methyl]amino}methyl)-3H-isoindol-1-one